2-(5-(2-methyl-[1,1'-biphenyl]-3-yl)isoindolin-2-yl)acetic acid CC1=C(C=CC=C1C=1C=C2CN(CC2=CC1)CC(=O)O)C1=CC=CC=C1